N-(5-((6-((R)-3-(4-chloro-3-fluorophenyl)isoxazolidine-2-yl)pyrimidine-4-yl)amino)-4-methoxy-2-(4-(4-methylpiperazine-1-yl)piperidine-1-yl)phenyl)acrylamide ClC1=C(C=C(C=C1)[C@@H]1N(OCC1)C1=CC(=NC=N1)NC=1C(=CC(=C(C1)NC(C=C)=O)N1CCC(CC1)N1CCN(CC1)C)OC)F